(6,7-dichloro-5-methyl-1,3,4,5-tetrahydro-2H-pyrido[4,3-b]indol-2-yl)(5-methoxypyrimidin-2-yl)methanone ClC1=C(C=CC=2C3=C(N(C12)C)CCN(C3)C(=O)C3=NC=C(C=N3)OC)Cl